1-(tert-butyl) 3-methyl 3-((6-((tert-butoxycarbonyl)amino)pyridazin-3-yl)methyl)-4-methyl-2-oxopiperidine-1,3-dicarboxylate C(C)(C)(C)OC(=O)NC1=CC=C(N=N1)CC1(C(N(CCC1C)C(=O)OC(C)(C)C)=O)C(=O)OC